(2S,3S,4E,6E,8S,9S)-3-amino-9-methoxy-2,6,8-trimethyl-10-phenyldecane-4,6-dienoic acid N[C@H]([C@@H](C(=O)O)C)\C=C\C(=C\[C@@H]([C@H](CC1=CC=CC=C1)OC)C)\C